OC1=CC2=C(C[C@H](NC([C@@H](N2C)C(C)C)=O)CO)C=C1 (2S,5S)-9-hydroxy-5-(hydroxymethyl)-2-isopropyl-1-methyl-1,2,5,6-tetrahydro-1,4-benzodiazocin-3(4H)-one